(9-ethyl-6-nitro-9H-carbazol-3-yl)(4-((1-methoxypropan-2-yl)oxy)-2-methylphenyl)methanone O-acetyloxime C(C)(=O)ON=C(C1=C(C=C(C=C1)OC(COC)C)C)C=1C=CC=2N(C3=CC=C(C=C3C2C1)[N+](=O)[O-])CC